C(C1=CC=CC=C1)C1(CCC1)CNC(=O)C=1NNC(N1)=O N-((1-benzylcyclobutyl)methyl)-5-oxo-2,5-dihydro-1H-1,2,4-triazole-3-carboxamide